C1=CC(=C(C(=C1[N+](=O)[O-])Br)F)Br 2,4-dibromo-3-fluoronitrobenzene